BrC1=CC=C(C=C1)OP(=S)(OC1=CC=C(C=C1)Br)O.C(C)N(CC)CC triethylamine bis(4-bromophenyl)thiophosphate